CC(CC)(C)OC1CCCCC1 cyclohexyl 1,1-dimethyl-propyl ether